(S)-3-ethyl-piperidine formate C(=O)O.C(C)[C@@H]1CNCCC1